OC1=C(OC2OC(C(C(C2O)O)O)CO)C=CC(=C1)\C=C\S(=O)CCC1=CC=CC=C1 2-hydroxy-4-[(E)-2-(phenethylsulfinyl)vinyl]phenoxy-6-(hydroxymethyl)tetrahydro-2H-pyran-3,4,5-triol